8-{[1-(2-amino-1,3-thiazole-4-carbonyl)azetidin-3-yl]oxy}-4,4-dihydroxy-5-oxa-4-boranuidabicyclo[4.4.0]deca-1(6),7,9-triene-7-carboxylic acid disodium salt [Na+].[Na+].NC=1SC=C(N1)C(=O)N1CC(C1)OC1=C(C=2O[B-](CCC2C=C1)(O)O)C(=O)O.NC=1SC=C(N1)C(=O)N1CC(C1)OC1=C(C=2O[B-](CCC2C=C1)(O)O)C(=O)O